C(=O)(O)C=1C(C2=CC=CC=C2C(C1)=O)=O 2-carboxyl-naphthoquinone